5-bromo-2-[(1-methanesulfonylpiperidin-4-yl)methoxy]benzonitrile BrC=1C=CC(=C(C#N)C1)OCC1CCN(CC1)S(=O)(=O)C